2-tert-butyl-4-fluoro-6-[1-(2,7-di-tert-butyl-9,9a-dihydro-4aH-fluoren-9-yl)-2-methylpropan-1-en-1-yl]phenol C(C)(C)(C)C1=C(C(=CC(=C1)F)C(=C(C)C)C1C2=CC(=CC=C2C2C=CC(=CC12)C(C)(C)C)C(C)(C)C)O